butyl ((2-((1s,4s)-4-((3-methoxy-4-methylphenyl)carbamoyl)cyclohexyl)-1-oxoisoindolin-4-yl)methyl)carbamate COC=1C=C(C=CC1C)NC(=O)C1CCC(CC1)N1C(C2=CC=CC(=C2C1)CNC(OCCCC)=O)=O